FC(C1=CC=C(C=N1)OC1CC2(C1)CN(CCC2)C(=O)OC(C)(C)C)(F)F tert-butyl 2-{[6-(trifluoromethyl)pyridin-3-yl]oxy}-6-azaspiro[3.5]nonane-6-carboxylate